C(CCCCCCCCC(=O)O)(=O)O.C(CCCCCCCCC)(N)N decanediamine sebacic acid salt